6-(1-Acetyl-3,6-dihydro-2H-pyridin-4-yl)-2-[(2R)-3-(3,4-dihydro-1H-isochinolin-2-yl)-2-hydroxy-propyl]-3,4-dihydroisochinolin-1-on C(C)(=O)N1CCC(=CC1)C=1C=C2CCN(C(C2=CC1)=O)C[C@@H](CN1CC2=CC=CC=C2CC1)O